C1(CC1)C(=O)C1=C(CCCC1=O)NN(C(=O)OC(C)(C)C)C tert-Butyl 2-(2-(cyclopropanecarbonyl)-3-oxocyclohex-1-en-1-yl)-1-methylhydrazine-1-carboxylate